(3S,5R)-1-(tert-butoxycarbonyl)-5-(methoxycarbonyl)-N,N,N-trimethylpyrrolidin-3-aminium iodide [I-].C(C)(C)(C)OC(=O)N1C[C@H](C[C@@H]1C(=O)OC)[N+](C)(C)C